C(CCC)C(CO)(CCCCCCCCC(CO)(C)CCCC)C 2,11-dibutyl-2,11-dimethyldodecane-1,12-diol